alpha-acetoxy-2,6-naphthalenedicarboxylic acid C(C)(=O)OC1=C(C=CC2=CC(=CC=C12)C(=O)O)C(=O)O